(2S,4r)-1-[(2S)-2-(4-cyclopropyl-triazol-1-yl)-3,3-dimethyl-butyryl]-4-hydroxy-N-[[2-(imidazol-1-ylmethyl)phenyl]methyl]pyrrolidine-2-carboxamide C1(CC1)C=1N=NN(C1)[C@H](C(=O)N1[C@@H](C[C@H](C1)O)C(=O)NCC1=C(C=CC=C1)CN1C=NC=C1)C(C)(C)C